CN1N=C(C=C1C=1C=2N(C(=NC1)NCC1=C(C=CC3=C1CCO3)F)C=C(N2)C=2N=NNN2)C 8-(1,3-dimethyl-1H-pyrazol-5-yl)-N-((5-fluoro-2,3-dihydrobenzofuran-4-yl)methyl)-2-(2H-tetrazol-5-yl)imidazo[1,2-C]pyrimidin-5-amine